6-benzyl-5-methylquinoline C(C1=CC=CC=C1)C=1C(=C2C=CC=NC2=CC1)C